1-(3-(1H-pyrazol-1-yl)benzyl)-1-(3-methoxybenzyl)thiourea N1(N=CC=C1)C=1C=C(CN(C(=S)N)CC2=CC(=CC=C2)OC)C=CC1